OC(C(=O)NC=1SC2=C(N1)C=CC=C2OCCC)=CNC2=NC=CC1=CC=C(C=C21)C2=NOC(=N2)C (S)-2-Hydroxy-3-((7-(5-methyl-1,2,4-oxadiazol-3-yl)isoquinolin-1-yl)amino)-N-(7-propoxybenzo[d]thiazol-2-yl)propenamide